(S)-3-((benzyloxy)methyl)-3-(hydroxymethyl)pyrrolidine-1-carboxylic acid tert-butyl ester C(C)(C)(C)OC(=O)N1C[C@@](CC1)(CO)COCC1=CC=CC=C1